CC1=C(C=C(C(=O)NCC2=NC=C3C=CC(=NC3=C2)C2=CC=CC(=N2)N2CC3(C2)N(CCOC3)C(=O)OC(C)(C)C)C=C1)S(=O)(=O)C tert-butyl 2-(6-(7-((4-methyl-3-(methylsulfonyl)benzamido)methyl)-1,6-naphthyridin-2-yl)pyridin-2-yl)-8-oxa-2,5-diazaspiro[3.5]nonane-5-carboxylate